N2,N4-bis(furan-2-ylmethyl)quinazoline-2,4-diamine O1C(=CC=C1)CNC1=NC2=CC=CC=C2C(=N1)NCC=1OC=CC1